C(C)C(CCCCC)OC(C=1C(O)=CC=CC1)=O salicylic acid ethylhexyl ester